butyl allyl(((1R,2R)-1-((tert-butoxycarbonyl)amino)-2-vinylcyclopropyl)methyl)carbamate C(C=C)N(C(OCCCC)=O)C[C@@]1([C@H](C1)C=C)NC(=O)OC(C)(C)C